COC=1C=C(C=CC1NCC#CC=1N(C2=CC=CC(=C2C1)NC1CCN(CC1)CCOC)CC(F)(F)F)S(=O)(=O)NC 3-methoxy-4-{[3-(4-{[1-(2-methoxyethyl)piperidin-4-yl]amino}-1-(2,2,2-trifluoroethyl)-1H-indol-2-yl)prop-2-yn-1-yl]amino}-N-methylbenzene-1-sulfonamide